tert-Butyl 5-((3aR,4R,6R,6aS)-6-(4-amino-5-iodo-7H-pyrrolo[2,3-d]pyrimidin-7-yl)-2,2-dimethyltetrahydro-4H-cyclopenta[d][1,3]dioxol-4-yl)-3,6-dihydropyridine-1(2H)-carboxylate NC=1C2=C(N=CN1)N(C=C2I)[C@@H]2C[C@@H]([C@@H]1[C@H]2OC(O1)(C)C)C1=CCCN(C1)C(=O)OC(C)(C)C